(7S)-2-{3-[4-(3-Methylpyridin-2-yl)phenyl]-1H-pyrazolo[3,4-b]pyridin-5-yl}-N-[cis-3-methoxycyclobutyl]-6,7,8,9-tetrahydro-5H-benzo[7]annulen-7-amine CC=1C(=NC=CC1)C1=CC=C(C=C1)C1=NNC2=NC=C(C=C21)C=2C=CC1=C(CC[C@H](CC1)N[C@@H]1C[C@@H](C1)OC)C2